FC1=C(COC2=CC=CC(=N2)C2CCN(CC2)CC2=NC3=C(N2C[C@H]2OCC2)C=C(C=C3)C(=O)O)C=CC(=C1)C(C(C)C)=O (S)-2-((4-(6-((2-Fluoro-4-isobutyrylbenzyl)oxy)pyridin-2-yl)piperidin-1-yl)methyl)-1-(Oxetan-2-ylmethyl)-1H-benzo[d]imidazole-6-carboxylic acid